C(C)(C)(C)OC(=O)NC1=CN(C2=CC=C(C=C12)OC1CC(C1)C1=CC=C(C=C1)C(F)(F)F)C(=O)OC(C)(C)C Tert-butyl 3-{[(tert-butoxy) carbonyl] amino}-5-[(1S,3S)-3-[4-(trifluoromethyl) phenyl] cyclobutoxy]-1H-indole-1-carboxylate